1-(tert-Butyl)-N-(2,3-difluoro-4-methyl-5-(8-morpholinoimidazo[1,2-a]pyridin-6-yl)phenyl)-5-fluoro-1H-pyrazole-4-carboxamide C(C)(C)(C)N1N=CC(=C1F)C(=O)NC1=C(C(=C(C(=C1)C=1C=C(C=2N(C1)C=CN2)N2CCOCC2)C)F)F